octyl methoxycinnamate (2-ethylhexyl 4-methoxy-cinnamate) C(C)C(CC(C(=O)O)=CC1=CC=C(C=C1)OC)CCCC.COC(C(=O)OCCCCCCCC)=CC1=CC=CC=C1